Cl.NC1CCC(CC1)N1CCS(CC1)(=O)=O 4-(4-aminocyclohexyl)thiomorpholine 1,1-dioxide hydrochloride